C(C=C)C1=CC(=C(ON2NNCC3=CC=CC=C23)C=C1)OC (4-allyl-2-methoxyphenoxy)-triazatetralin